[Sn].[Ca].[K] potassium calcium tin